tert-butyl ((6-(4-oxo-3,4-dihydrophthalazin-1-yl)-3,4-dihydroisoquinolin-2(1H)-yl)sulfonyl)carbamate O=C1NN=C(C2=CC=CC=C12)C=1C=C2CCN(CC2=CC1)S(=O)(=O)NC(OC(C)(C)C)=O